1-(2,2-difluoroethyl)-N-(6-(1,2-dimethyl-1H-imidazol-5-yl)isoquinolin-3-yl)pyrrolidine-3-carboxamide FC(CN1CC(CC1)C(=O)NC=1N=CC2=CC=C(C=C2C1)C1=CN=C(N1C)C)F